2-(5-fluoro-2-(3-(7-methyl-1-(2,2,2-trifluoroethyl)-1H-indazole-3-carboxamido)-4-(piperidin-1-yl)benzamido)phenyl)acetic acid FC=1C=CC(=C(C1)CC(=O)O)NC(C1=CC(=C(C=C1)N1CCCCC1)NC(=O)C1=NN(C2=C(C=CC=C12)C)CC(F)(F)F)=O